BrC=1C=C(C=CC1)[C@@H](C)NC1=NC(=NC2=CC(=C(C=C12)OC)OCCCCCCCN1CCCCC1)C (R)-N-(1-(3-Bromophenyl)ethyl)-6-methoxy-2-methyl-7-((7-(piperidin-1-yl)heptyl)oxy)quinazolin-4-amine